4-[3-[2,6-dichloro-4-(6-methyl-2,6-diazaspiro[3.3]heptan-2-yl)benzoyl]-2,4-dihydro-1,3-benzoxazine-8-yl]-5-fluoro-2-morpholin-4-ylbenzoic acid ClC1=C(C(=O)N2COC3=C(C2)C=CC=C3C3=CC(=C(C(=O)O)C=C3F)N3CCOCC3)C(=CC(=C1)N1CC3(C1)CN(C3)C)Cl